1-[6-[5-(2-Morpholinoethoxy)benzimidazol-1-yl]-2-phenoxy-3-pyridinyl]ethanol O1CCN(CC1)CCOC1=CC2=C(N(C=N2)C2=CC=C(C(=N2)OC2=CC=CC=C2)C(C)O)C=C1